C(C)(C)(C)OC(=O)N1C[C@@H]([C@H](CC1)OC1CN(C1)C(=O)OCC1=CC=CC=C1)F (3s,4s)-4-(1-benzyloxycarbonyl-azetidin-3-yl)oxy-3-fluoro-piperidine-1-carboxylic acid tert-butyl ester